C(#N)C=1C=CC2=C(C1)NC=1N(C3=CC(=C(C=C3C(C12)=O)CC)C=1C=C(C=CC1)S(=O)(=O)F)C(C)C 3-(8-cyano-2-ethyl-5-isopropyl-11-oxo-6,11-dihydro-5H-indolo[2,3-b]quinolin-3-yl)benzenesulfonyl fluoride